N1=NC=CC2=CC(=CC=C12)C1=C(NC=2N(C1=O)N=C(C2C2=CC=CC=C2)C2=CC=CC=C2)C 6-(cinnolin-6-yl)-5-methyl-2,3-diphenylpyrazolo[1,5-a]pyrimidin-7(4H)-one